bis[tri(n-butyl)ammonium] nonylborate C(CCCCCCCC)OB([O-])[O-].C(CCC)[NH+](CCCC)CCCC.C(CCC)[NH+](CCCC)CCCC